Natrium (S)-3-(4-Fluorobiphenyl-3-yl)-3-(3-(1-methyl-4-oxido-2-oxo-1,2-dihydropyridin-3-yl)ureido)propanoat FC1=C(C=C(C=C1)C1=CC=CC=C1)[C@H](CC(=O)[O-])NC(=O)NC=1C(N(C=CC1[O-])C)=O.[Na+].[Na+]